C1(CC1)C1=NC=NC(=C1C=1N=C(C2=C(N1)CCNC2)NCC2=CC=C(C=C2)C=2N(C=C(N2)C(F)(F)F)C)OC 2-(4-cyclopropyl-6-methoxypyrimidin-5-yl)-N-(4-(1-methyl-4-(trifluoromethyl)-1H-imidazol-2-yl)benzyl)-5,6,7,8-tetrahydropyrido[4,3-d]pyrimidin-4-amine